C[N+]1=C(C=CC=C1)C=CC1=CC=CC=C1 N-methylstyrylpyridinium